(R)-3-((6-(3-aminoazetidin-1-yl)-5-fluoropyridin-2-yl)methyl)-8-(1-ethyl-3-(trifluoromethyl)-1H-pyrazol-4-yl)-6-((2-methyl-1H-imidazol-1-yl)methyl)chroman-4-one hydrochloride Cl.NC1CN(C1)C1=C(C=CC(=N1)C[C@@H]1COC2=C(C=C(C=C2C1=O)CN1C(=NC=C1)C)C=1C(=NN(C1)CC)C(F)(F)F)F